2,4,6-trimethylbenzenesulfonyl-hydroxylamine CC1=C(C(=CC(=C1)C)C)S(=O)(=O)NO